4-amino-3,5-dichlorobenzyl formate C(=O)OCC1=CC(=C(C(=C1)Cl)N)Cl